The molecule is an oxime O-ether that is the histamine derivative of testosterone 3-(O-carboxymethyl)oxime. It derives from a testosterone and a histamine. C[C@]12CC[C@H]3[C@H]([C@@H]1CC[C@@H]2O)CCC4=C/C(=N/OCC(=O)NCCC5=CN=CN5)/CC[C@]34C